ClCC(=O)NC=1C=CC2=C(N(C(=N2)C2=C(C(=CC(=C2)Cl)Cl)O)C(C(=O)O)CC(C)C)C1 {6-[(2-Chloroacetyl)amino]-2-(3,5-dichloro-2-hydroxyphenyl)benzo[d]imidazol-1-yl}-4-methylpentanoic acid